dimethoxybenzylamine CON(CC1=CC=CC=C1)OC